(1S,2R,6R)-2-(4-bromophenyl)-6-((4-isopropylphenyl)carbamoyl)cyclohexane-1-carboxylic acid BrC1=CC=C(C=C1)[C@H]1[C@@H]([C@@H](CCC1)C(NC1=CC=C(C=C1)C(C)C)=O)C(=O)O